(2S)-2-(2-isopropoxyphenyl)pyrrolidine C(C)(C)OC1=C(C=CC=C1)[C@H]1NCCC1